C(C)(C)(C)NC1=C(N=C2N1C=CN=C2)C2=NC=NC=C2 N-(tert-butyl)-2-(pyrimidin-4-yl)imidazo[1,2-a]pyrazin-3-amine